Farnesyl-thiotriazole methyl-(2S)-2-(benzhydrylideneamino)-2-cyclopropyl-acetate COC([C@H](C1CC1)N=C(C1=CC=CC=C1)C1=CC=CC=C1)=O.C(C=C(C)CCC=C(C)CCC=C(C)C)SC=1N=NNC1